C1(=CC=CC=C1)C=1C(=NC=CC1)C(CC)C1=NC=CC=C1C=1NC2=C(N1)C=CC=C2.[Pt+2] Platinum (II) {(phenylpyridinyl)[(benzimidazolyl)pyridinyl]propane}